2-((4-(2-(6-amino-2-methylhexan-3-yl)-2,6-diazaspiro[3.4]octan-6-yl)pyridazin-3-yl)oxy)-5-fluoro-N,N-diisopropylbenzamide hydrochloride Cl.NCCCC(C(C)C)N1CC2(C1)CN(CC2)C2=C(N=NC=C2)OC2=C(C(=O)N(C(C)C)C(C)C)C=C(C=C2)F